4-[(6-chloro-8-cyclopentyl-7-oxo-pyrido[2,3-d]pyrimidin-2-yl)amino]-3-methyl-benzenesulfonyl chloride ClC1=CC2=C(N=C(N=C2)NC2=C(C=C(C=C2)S(=O)(=O)Cl)C)N(C1=O)C1CCCC1